tert-butyl (2S)-2-(cyanomethyl)-4-(2'-(((S)-1-methylpyrrolidin-2-yl)methoxy)-5',8'-dihydro-6'H-spiro[chromane-4,7'-quinazolin]-4'-yl)piperazine-1-carboxylate C(#N)C[C@@H]1N(CCN(C1)C1=NC(=NC=2CC3(CCC12)CCOC1=CC=CC=C13)OC[C@H]1N(CCC1)C)C(=O)OC(C)(C)C